ClC=1C(=NC(=NC1)N[C@H]1[C@@H](COCC1)O)C=1C=C(C2=C(N(C(=N2)C(C)(C)O)C(C)C)C1)F (3S,4R)-4-((5-chloro-4-(4-fluoro-2-(2-hydroxypropan-2-yl)-1-isopropyl-1H-benzo[d]imidazol-6-yl)pyrimidin-2-yl)amino)tetrahydro-2H-pyran-3-ol